trihydroxybenzenetriol OC1=C(C(=C(C(=C1O)O)O)O)O